OC1=CC=C(C=C1)[C@H]1OC2=C([C@@H]1C(=O)OC(C)C)C=C(C=C2)\C=C\C(=O)OC(C)C isopropyl (2S,3S)-2-(4-hydroxyphenyl)-5-((E)-3-isopropoxy-3-oxoprop-1-en-1-yl)-2,3-dihydrobenzofuran-3-carboxylate